ClC1=C(C(=O)O)C=C(C=C1)N(C)C1=NOC(C1)(C(F)(F)F)C1=CC(=C(C(=C1)Cl)F)Cl 2-chloro-5-[[5-(3,5-dichloro-4-fluoro-phenyl)-5-(trifluoromethyl)-4H-isoxazol-3-yl]-methyl-amino]benzoic acid